CC=1CCC(C(C1)C=1C(=C(C(=CC1O)CCCCC)S(=O)(=O)C)O)C(=C)C 5'-methyl-3-(methylsulfonyl)-4-pentyl-2'-(prop-1-en-2-yl)-1',2',3',4'-tetrahydro-[1,1'-biphenyl]-2,6-diol